C1=CC=CC=2C3=CC=CC=C3C(C12)COC(=O)N[C@H](C(=O)O)CCC(=O)NC(C)(C)C (S)-2-((((9H-fluoren-9-yl)methoxy)carbonyl)amino)-5-(tert-butylamino)-5-oxopentanoic acid